3-(tert-butylsulfamoyl)-1H-pyrrole-2-carboxylic acid tert-butyl ester C(C)(C)(C)OC(=O)C=1NC=CC1S(NC(C)(C)C)(=O)=O